N-(2-(4-((1S,4S)-5-ethyl-2,5-diazabicyclo[2.2.1]hept-ane-2-yl)piperidine-1-yl)-4-methoxy-5-((6-((R)-3-phenylisoxazolidine-2-yl)pyrimidine-4-yl)amino)phenyl)acrylamide C(C)N1[C@@H]2CN([C@H](C1)C2)C2CCN(CC2)C2=C(C=C(C(=C2)OC)NC2=NC=NC(=C2)N2OCC[C@@H]2C2=CC=CC=C2)NC(C=C)=O